COC=1C=C(C=C(C1OC)OC)N1C([C@H]([C@@H]1C1=CC(=C(C=C1)OC)O)CN1C(C=2C(C1=O)=CC=CC2)=O)=O (3S,4R)-1-(3,4,5-trimethoxyphenyl)-4-(3-hydroxy-4-methoxyphenyl)-3-phthalimidomethyl-azetidin-2-one